OC(=O)C(F)(F)F.N1(N=NC=C1)C[C@@H]1C[C@H](CN1)C=1N=C(OC1C1=CC(=CC=C1)C(F)(F)F)C(=O)N ((3R,5S)-5-((1H-1,2,3-triazol-1-yl)methyl)pyrrolidin-3-yl)-5-(3-(trifluoromethyl)phenyl)oxazole-2-carboxamide TFA salt